3-(1-oxo-5-(((1S,2S)-2-((pyridin-3-ylmethyl)amino)cyclohexyl)oxy)isoindolin-2-yl)piperidine-2,6-dione O=C1N(CC2=CC(=CC=C12)O[C@@H]1[C@H](CCCC1)NCC=1C=NC=CC1)C1C(NC(CC1)=O)=O